C(CCCC)OC([C@@H](F)ON1[C@@H]2C=C([C@H](N(C1=O)C2)C(N)=O)C)=O (2R)-2-[[(2S,5R)-2-carbamoyl-3-methyl-7-oxo-1,6-diazabicyclo[3.2.1]oct-3-en-6-yl]oxy]-2-fluoro-acetic acid amyl ester